C(C)(C)(C)C1=NC(=NO1)C(=O)NC(C)C1=C(C(=C(C=C1)C1=CC(=NC=C1)NC(=O)C1CC1)F)C 5-(tert-butyl)-N-(1-(4-(2-(cyclopropanecarboxamido)pyridin-4-yl)-3-fluoro-2-methylphenyl)ethyl)-1,2,4-oxadiazole-3-carboxamide